(1H-imidazole-2-yl)-beta-carboline N1C(=NC=C1)C1=NC=CC=2C3=CC=CC=C3NC12